6-Methoxy-1-(3-phenylpropyl)-2-(o-tolyl)-1H-benzo[d]imidazole COC=1C=CC2=C(N(C(=N2)C2=C(C=CC=C2)C)CCCC2=CC=CC=C2)C1